(1r,4r)-4-(3-chloroanilino)-2'-(2-phenoxyethyl)spiro[cyclohexane-1,1'-indene]-4-carboxylic acid ClC=1C=C(NC2(CCC3(C(=CC4=CC=CC=C34)CCOC3=CC=CC=C3)CC2)C(=O)O)C=CC1